1-(2-(4-((methylamino)methyl)phenoxy)ethyl)-N-((tetrahydro-2H-pyran-2-yl)oxy)-1H-indole-6-carboxamide CNCC1=CC=C(OCCN2C=CC3=CC=C(C=C23)C(=O)NOC2OCCCC2)C=C1